Tertiary butyl-hydroquinone iridium (III) [Ir+3].C(C)(C)(C)C1=C(O)C=CC(=C1)O